6-[(4-cyclopropyl-sulfonylphenyl)-methyl]-2-azaspiro-[3.3]heptane C1(CC1)S(=O)(=O)C1=CC=C(C=C1)CC1CC2(CNC2)C1